N-(4-cyanobenzyl)-4-(3-fluorobenzoyl)-1H-pyrrole-2-carboxamide C(#N)C1=CC=C(CNC(=O)C=2NC=C(C2)C(C2=CC(=CC=C2)F)=O)C=C1